P(=O)(OC[C@H]1O[C@H](C[C@@H]1O)N1C(N=C(C=C1)N)=O)(OCC(C)C)O ((2R,3S,5R)-5-(4-amino-2-oxopyrimidin-1(2H)-yl)-3-hydroxytetrahydrofuran-2-yl)methyl isobutyl hydrogen phosphate